C1=CC=CC=2C3=CC=CC=C3C(C12)COC(=O)N[C@H](C(=O)OCC=C)CI allyl (R)-2-((((9H-fluoren-9-yl)methoxy)carbonyl)amino)-3-iodopropanoate